1,3-diethyl-4,5-bis(4-fluorophenyl)imidazole gold bromide [Au](Br)(Br)Br.C(C)N1CN(C(=C1C1=CC=C(C=C1)F)C1=CC=C(C=C1)F)CC